1-bromo-4-(((1r,4r)-4-(2,2-diethoxyethoxy)cyclohexyl)oxy)-2-(trifluoromethyl)benzene BrC1=C(C=C(C=C1)OC1CCC(CC1)OCC(OCC)OCC)C(F)(F)F